C(C)OC1=C(C2=C(C3=C(O2)C(=C(C=C3)O)F)C=C1)F 7-ethoxy-4,6-difluorodibenzo[B,d]furan-3-ol